N-(2-{4-[4-amino-4-(pyridin-2-yl)cyclohexyl]-octahydropyrrolo[3,2-b]pyrrol-1-yl}-2-oxoethyl)-3-(trifluoromethyl)benzamide hydrochloride Cl.NC1(CCC(CC1)N1CCC2N(CCC21)C(CNC(C2=CC(=CC=C2)C(F)(F)F)=O)=O)C2=NC=CC=C2